methyl 5h,7h,8h-pyrano(4,3-b)pyridine-2-carboxylate N1=C2C(=CC=C1C(=O)OC)COCC2